COC1=C2CN(CC2=CC=C1)S(=O)(=O)C1=C(C=C(C=C1)C=1C=NNC1)OC 4-methoxy-2-((2-methoxy-4-(1H-pyrazol-4-yl)phenyl)sulfonyl)isoindoline